CC1=CC=C(C=C1)S(=O)(=O)O.S(=O)(=O)(O)CCCN1CC=CC=C1 N-(3-sulfopropyl)pyridine p-toluenesulfonate